N-(4-((4-(methylsulfonyl)piperazin-1-yl)methyl)pyridin-2-yl)-5-(1H-pyrazol-4-yl)thiazolo[5,4-b]pyridin-2-amine CS(=O)(=O)N1CCN(CC1)CC1=CC(=NC=C1)NC=1SC2=NC(=CC=C2N1)C=1C=NNC1